COC1=C(CNC2=C3N=CN(C3=NC=N2)[C@H]2[C@@H](O)[C@H](O)[C@H](O2)CO)C=CC(=C1OC)OC 6-(2,3,4-Trimethoxybenzylamino)-9-β-D-arabinofuranosylpurin